BrC1=C(C=C(NC2=NC=C(C(=N2)N[C@H]2[C@@H](CCCC2)C#N)C)C=C1CO)Cl (trans)-2-[[2-[4-bromo-3-chloro-5-(hydroxymethyl)anilino]-5-methyl-pyrimidin-4-yl]amino]cyclohexanecarbonitrile